C(C)C(COC(C(=CC1=CC(=C(C(=C1)OC)O)OC)C(C)=O)=O)CCCC 2-ethylhexyl-α-acetyl-3,5-dimethoxy-4-hydroxycinnamate